Cyclopentyl-(4-(((3S,4r,5R)-3,4,5-trihydroxypiperidin-1-yl)methyl)piperidin-1-yl)methanone C1(CCCC1)C(=O)N1CCC(CC1)CN1C[C@@H](C([C@@H](C1)O)O)O